(2R)-4-[(1S)-2-[6-[5-[tert-butyl(dimethyl)silyl]oxy-1-tetrahydropyran-2-yl-indazol-3-yl]pyrazin-2-yl]oxy-1-methyl-ethoxy]butan-2-ol [Si](C)(C)(C(C)(C)C)OC=1C=C2C(=NN(C2=CC1)C1OCCCC1)C1=CN=CC(=N1)OC[C@@H](OCC[C@@H](C)O)C